ClC=1C=C(C=CC1)[C@@H]1[C@H](C1)C(=O)NC1=NC=NC(=C1)N1[C@H]([C@@H]([C@@H](C1)O)O)C=1N=C2N(C=C(C=C2)C2CC2)C1 (1S,2S)-2-(3-chlorophenyl)-N-(6-((2S,3S,4R)-2-(6-cyclopropyl-imidazo[1,2-a]pyridin-2-yl)-3,4-dihydroxypyrrolidin-1-yl)pyrimidin-4-yl)cyclopropane-1-carboxamide